4-acrylamido-2-fluoro-N-(3-fluorophenyl)benzamide C(C=C)(=O)NC1=CC(=C(C(=O)NC2=CC(=CC=C2)F)C=C1)F